3-(methyl sulfonyl)benzyl (1-hydroxy-7-methyl-1,3-dihydrobenzo[c][1,2]oxaborole-6-carbonyl)-L-valinate OB1OCC2=C1C(=C(C=C2)C(=O)N[C@@H](C(C)C)C(=O)OCC2=CC(=CC=C2)S(=O)(=O)C)C